CC1(N(C=CC(=C1)CS(=O)(=O)O)CCCS(=O)(=O)O)C 3-[2,2-dimethyl-4-(sulfomethyl)pyridin-1(2H)-yl]propane-1-sulfonic acid